tert-butyl 4-[4-(5,6-dimethoxy-pyridin-3-yl)-pyrimidin-2-yl]-piperazine-1-carboxylate COC=1C=C(C=NC1OC)C1=NC(=NC=C1)N1CCN(CC1)C(=O)OC(C)(C)C